2-[(tert-butyldimethylsilyl)oxy]ethan-1-amine [Si](C)(C)(C(C)(C)C)OCCN